bis-(4-hydroxy-3,5-dichlorophenyl)-propane OC1=C(C=C(C=C1Cl)C(C)(C)C1=CC(=C(C(=C1)Cl)O)Cl)Cl